C(C)(=O)OC1=C(C(C(OC1(C)C)(C)C)=O)C=1C=C(C=CC1C1CC1)C1=C(C=C(C=C1)Cl)Cl 5-(Acetyloxy)-4-(2',4'-dichloro-4-cyclopropyl-[1,1'-biphenyl]-3-yl)-3,6-dihydro-2,2,6,6-tetramethyl-2H-pyran-3-on